3-(4-(4-pyrrolidin-1-ylpiperidinyl)phenyl)-1H-1,2,4-triazole-3,5-diamine N1(CCCC1)C1CCN(CC1)C1=CC=C(C=C1)C1(NNC(=N1)N)N